OCC1CCC(CC1)NC1=NC=C(C(=N1)NC(C)C)C(=O)N 2-((1r,4r)-4-(hydroxymethyl)cyclohexylamino)-4-(isopropylamino)pyrimidine-5-carboxamide